ClC1=C(C=CC(=C1)C#N)N1N=CC(=C1C(F)(F)F)C(=O)NC=1C=NC(=C(C1)Cl)N1N=CC=N1 1-(2-chloro-4-cyanophenyl)-N-(5-chloro-6-(2H-1,2,3-triazol-2-yl)pyridin-3-yl)-5-(trifluoromethyl)-1H-pyrazole-4-carboxamide